C(#N)C=1C(=C(C(=NC1CC(C)C)OCC1=CC=C(C=C1)F)C(=O)O)C=1SC(=CC1)C(NCC1=CC(=C(C=C1)F)F)=O 5-cyano-4-[5-[(3,4-difluorophenyl)methylcarbamoyl]-2-thienyl]-2-[(4-fluorophenyl)methoxy]-6-isobutyl-pyridine-3-carboxylic acid